NC1=C(C(=NN1C(C(F)(F)F)C([2H])([2H])[2H])C1=CC=C(C=C1)C(C(=O)NC1=CC(=NO1)CC(C)(C)C)C)C#N 2-[4-[5-Amino-4-cyano-1-[2,2,2-trifluoro-1-(trideuteriomethyl)ethyl]pyrazol-3-yl]phenyl]-N-[3-(2,2-dimethylpropyl)isoxazol-5-yl]propanamide